C(C1=CC=CC=C1)N(C=O)C1=C(C=CC=C1)NC1=C(C=C(C=C1C)C)C N-benzyl-N-(2-(mesitylamino)phenyl)carboxamide